N(=[N+]=[N-])[C@@H]1[C@H]([C@@H](CC12CCN(CC2)C(=O)OCC2=CC=CC=C2)C)F benzyl (1S,2S,3R)-1-azido-2-fluoro-3-methyl-8-azaspiro[4.5]decane-8-carboxylate